FC1(CC(CC1)C(=O)N1C[C@H]([C@H](C1)F)NC(C1=C(C=C(C=C1)F)F)=O)F N-[(3R,4S)-1-(3,3-difluorocyclopentanecarbonyl)-4-fluoropyrrolidin-3-yl]-2,4-difluorobenzamide